1-acetyl-4-(3-(cyclopropylmethoxy)-4-(difluoromethoxy)phenyl)piperazine-2-carboxylic acid methyl ester COC(=O)C1N(CCN(C1)C1=CC(=C(C=C1)OC(F)F)OCC1CC1)C(C)=O